ClC=1C(=C2N=C(N=C3C2=C(OCC2C4CCC(CN32)N4C(=O)OC(C)(C)C)N1)SC)F Tert-butyl 2-chloro-1-fluoro-12-(methylthio)-5a,6,7,8,9,10-hexahydro-5H-4-oxa-3,10a,11,13,14-pentaaza-6,9-methanonaphtho[1,8-ab]heptalene-14-carboxylate